F[C@]1(CN(CC[C@H]1O)C1=NC=CC(=N1)NC=1N=CC2=C(N=CC(=C2C1)C(C)C)N1[C@H](CC1)C)C (3S,4R)-3-fluoro-1-(4-((5-isopropyl-8-((S)-2-methylazetidin-1-yl)-2,7-naphthyridine-3-yl)amino)pyrimidin-2-yl)-3-methylpiperidin-4-ol